(R)-N-(3-(3,5-dimethylisoxazol-4-yl)-4-(piperidin-2-ylmethoxy)phenyl)-2-isopropyl-4-methylthiazole-5-carboxamide CC1=NOC(=C1C=1C=C(C=CC1OC[C@@H]1NCCCC1)NC(=O)C1=C(N=C(S1)C(C)C)C)C